4-amino-7-fluoro-8-(1-methyl-1H-pyrazol-4-yl)-3-(propylcarbamoyl)cinnoline 2-oxide NC1=C([N+](=NC2=C(C(=CC=C12)F)C=1C=NN(C1)C)[O-])C(NCCC)=O